5-benzyl-N-(4-(2-chloro-5-(2-ethoxyethoxy)phenyl)pyridin-2-yl)-4H-1,2,4-triazole-3-carboxamide C(C1=CC=CC=C1)C=1NC(=NN1)C(=O)NC1=NC=CC(=C1)C1=C(C=CC(=C1)OCCOCC)Cl